ClC1=NC=C(C(=C1)[C@@]1(C(NC2=CC(=CC=C12)C(F)(F)F)=O)C)OC (3R)-3-(2-chloro-5-methoxy-4-pyridyl)-3-methyl-6-(trifluoromethyl)indolin-2-one